2-(4-tert-butyl-5-cyclopropyl-2-methyl-phenyl)-4,4,5,5-tetramethyl-1,3,2-dioxaborolane C(C)(C)(C)C1=CC(=C(C=C1C1CC1)B1OC(C(O1)(C)C)(C)C)C